(2,4-difluorophenyl)-2-(piperidin-4-ylidene)acetonitrile hydrochloride salt Cl.FC1=C(C=CC(=C1)F)C(C#N)=C1CCNCC1